CC=1C=CC(=C(C1)C(=O)N1C2CC(C[C@H]1COC1=NC=C(C=C1)C(F)(F)F)C2)C2=NC=CC=N2 (3S)-2-{[5-Methyl-2-(pyrimidin-2-yl)phenyl]carbonyl}-3-({[5-(trifluoromethyl)pyridin-2-yl]oxy}methyl)-2-azabicyclo[3.1.1]heptan